OC1=CC=C(C(=O)C=2C=CC3=C(C=C(C(O3)C(F)(F)F)C(=O)O)C2)C=C1 6-(4-Hydroxybenzoyl)-2-(trifluoromethyl)-2H-1-benzopyran-3-carboxylic acid